(S)-(6-chloro-4-cyano-2,3-dihydro-1H-inden-2-yl)carbamic acid tert-butyl ester C(C)(C)(C)OC(N[C@H]1CC2=CC(=CC(=C2C1)C#N)Cl)=O